C(C)(CC)C1C(NC2=C(CN1C(=O)C=1C=NC=NC1)C=CC=C2)=O 3-(sec-butyl)-4-(pyrimidine-5-carbonyl)-1,3,4,5-tetrahydro-2H-benzo[1,4]diazepin-2-one